ClC1=NC(=CC=2N1C=C(N2)C(F)(F)F)Cl 5,7-dichloro-2-(trifluoromethyl)imidazo[1,2-c]pyrimidine